CC1=C(N=C(S1)NC(CC=1C=C(OCCOCCOCCOCCNC(OC(C)(C)C)=O)C=CC1)=O)C=1C=C2CCN(C2=CC1)C(C1=C(C=CC=C1)C)=O tert-butyl (2-(2-(2-(2-(3-(2-((5-methyl-4-(1-(2-methylbenzoyl)indolin-5-yl)thiazol-2-yl)amino)-2-oxoethyl)phenoxy)ethoxy)ethoxy)ethoxy)ethyl)carbamate